O(C1=CC=CC=C1)C(C(C1=CC=CC=C1)(C1=CC=CC=C1)OC1=CC=CC=C1)(C1=CC=CC=C1)C1=CC=CC=C1 1,2-diphenoxy-1,1,2,2-tetraphenylethane